FC(CC=1NC(=CC1)CC(F)(F)F)(F)F 2,5-bis(2',2',2'-trifluoroethyl)pyrrole